1-methyl-3,6-pyrazinedione CN1CC(N=CC1=O)=O